(R)-3-fluoro-5-(1-(methylamino)ethyl)aniline FC=1C=C(N)C=C(C1)[C@@H](C)NC